C(C)C(COC(\C(=C(/C(=O)OCC(CCC)CC)\Cl)\Cl)=O)CCC di(2-ethylpentyl)2,3-dichloro-maleic acid